O1C=CC2=C1C=CC(=C2)NC(CC2=CC=C(C=C2)O)=O N-(benzofuran-5-yl)-2-(4-hydroxyphenyl)acetamide